NC1=NC=NN2C1=C(N=C2[C@H]2CNCCC2)C(=O)NC2=C(C(=C(C=C2)CC(=O)N(C)C)C)C (R)-4-amino-N-(4-(2-(dimethylamino)-2-oxoethyl)-2,3-dimethylphenyl)-7-(piperidin-3-yl)imidazo[5,1-f][1,2,4]triazine-5-carboxamide